(R)-N-(4-(4-amino-5-(2-fluoro-4-(pyrrolidine-1-carbonyl)cyclohex-1-en-1-yl)-7H-pyrrolo[2,3-d]pyrimidin-6-yl)phenyl)methacrylamide NC=1C2=C(N=CN1)NC(=C2C2=C(C[C@@H](CC2)C(=O)N2CCCC2)F)C2=CC=C(C=C2)NC(C(=C)C)=O